C(=C)C1=CC=C(C=C1)[Si](OCC)(OCC)OCC 1-ethenyl-4-(triethoxysilyl)benzene